O=C1NC2(CN(C2)CC2=C(C=C(C=C2)C2=CC(=CC=C2)C2=CC=CC=C2)C#N)CC1 4-((6-oxo-2,5-diazaspiro[3.4]oct-2-yl)methyl)-[1,1':3',1''-terphenyl]-3-carbonitrile